2-[5,6-difluoro-2-[[6-methoxy-5-(2-morpholinoethoxy)-1,3-benzothiazol-2-yl]methylcarbamoyl]indan-2-yl]acetic acid FC=1C=C2CC(CC2=CC1F)(C(NCC=1SC2=C(N1)C=C(C(=C2)OC)OCCN2CCOCC2)=O)CC(=O)O